5-methyl-2-(3-methylpyrazin-2-yl)-1H-pyrrole-3-carboxylic acid CC1=CC(=C(N1)C1=NC=CN=C1C)C(=O)O